ClC1=CC(=C(OCCCC(C(=O)OCC(C)C)(C)C)C=C1C)C isobutyl 5-(4-chloro-2,5-dimethylphenoxy)-2,2-dimethylpentanoate